N-((5-chloro-6-((3-methylisoxazol-5-yl)methoxy)-1H-indol-2-yl)methyl)-2-methyltetrahydrofuran-2-carboxamide ClC=1C=C2C=C(NC2=CC1OCC1=CC(=NO1)C)CNC(=O)C1(OCCC1)C